ON=C(N)C1CC1 N'-hydroxycyclopropyl-formamidine